3,3-dimethyl-1-oxobutan-2-yl-carbamic acid tert-butyl ester C(C)(C)(C)OC(NC(C=O)C(C)(C)C)=O